BrC=1C(=NN2C1CCC1C2C1(F)F)C1=CC=C(C=C1)F Racemic-3-Bromo-6,6-difluoro-2-(4-fluorophenyl)-5,5a,6,6a-tetrahydro-4H-cyclopropa[e]pyrazolo[1,5-a]pyridine